1-methyl-pyrrole-3-carboxylic acid methyl ester COC(=O)C1=CN(C=C1)C